iron(III)-oxide [O-2].[Fe+3].[O-2].[O-2].[Fe+3]